C1(CC1)C#CC1=NC=C(C(=C1)OC=1C(=NC(=NC1)N)N)C(C)C 5-((2-(cyclopropylethynyl)-5-isopropylpyridin-4-yl)oxy)pyrimidine-2,4-diamine